1-[4-(difluoromethyl)pyridin-2-yl]pyrazole-4-sulfonyl chloride FC(C1=CC(=NC=C1)N1N=CC(=C1)S(=O)(=O)Cl)F